N,N-dimethyl-diethylenetriamine CN(CCNCCN)C